NC1=NC=2C=CC(=CC2C2=C1C(OC2)(C)C)C(=O)N(CC2=NC=C(C=C2)C(F)(F)F)C(C)C 4-amino-3,3-dimethyl-N-(2-propanyl)-N-((5-(trifluoromethyl)-2-pyridinyl)methyl)-1,3-dihydrofuro[3,4-c]quinoline-8-carboxamide